OC(=O)C(F)(F)F.N1CCC(CC1)C1=CC=C(NC2C(NC(CC2)=O)=O)C=C1 3-[4-(4-piperidyl)anilino]piperidine-2,6-dione TFA salt